2-(2,6-dioxopiperidin-3-yl)-5-((1-(ethylamino)-2,3-dihydro-1H-inden-2-yl)(methyl)amino)isoindoline-1,3-dione O=C1NC(CCC1N1C(C2=CC=C(C=C2C1=O)N(C)C1C(C2=CC=CC=C2C1)NCC)=O)=O